OC(=O)C(F)(F)F.N1=C2C(=NC(=C1)C(C)O)NC=C2 1-(5H-pyrrolo[2,3-b]pyrazin-3-yl)ethanol mono-TFA salt